C(C)C=1N=C(C2=C(N1)C(=CS2)C)N2CC1=C(CC2)N=CS1 5-(2-ethyl-7-methylthieno[3,2-d]pyrimidin-4-yl)-4,5,6,7-tetrahydro-thiazolo[5,4-c]pyridine